N-(1-(7-methoxyquinolin-5-yl)cyclopropyl)-2-methyl-5-(((7S,9aR)-octahydro-2H-pyrido[1,2-a]pyrazin-7-yl)oxy)benzamide COC1=CC(=C2C=CC=NC2=C1)C1(CC1)NC(C1=C(C=CC(=C1)O[C@H]1CC[C@H]2N(CCNC2)C1)C)=O